CCCCCCCCC/C=C\CCCCCCCC(=O)OC[C@H](COP(=O)([O-])OCC[N+](C)(C)C)OC(=O)CCCCCC/C=C\C/C=C\C/C=C\CCCCC 1-(9Z-nonadecenoyl)-2-(8Z,11Z,14Z-eicosatrienoyl)-glycero-3-phosphocholine